N-(5-((6-((R)-3-(3-cyanophenyl)isoxazolidine-2-yl)pyrimidine-4-yl)amino)-2-(4-(4-cyclopropylpiperazine-1-yl)piperidine-1-yl)-4-methoxyphenyl)acrylamide C(#N)C=1C=C(C=CC1)[C@@H]1N(OCC1)C1=CC(=NC=N1)NC=1C(=CC(=C(C1)NC(C=C)=O)N1CCC(CC1)N1CCN(CC1)C1CC1)OC